C[C@@H]1COCCN1C=1C=C(SC1)C1=C2C(=CN=C1)NC=C2 4-((R)-3-methylmorpholino)-2-(1H-pyrrolo[2,3-c]pyridin-4-yl)thiophene